N-({4-methyl-2-[6-methyl-3-(2H-1,2,3-triazol-2-yl)pyridine-2-carbonyl]-2-azabicyclo[3.1.1]hept-3-yl}methyl)quinazolin-2-amine CC1C(N(C2CC1C2)C(=O)C2=NC(=CC=C2N2N=CC=N2)C)CNC2=NC1=CC=CC=C1C=N2